N-{1-[(4S)-7-(3,5-dimethylisoxazol-4-yl)-4-pyridin-2-yl-4,5-dihydroimidazo[1,5,4-de][1,4]benzoxazin-2-yl]piperidin-4-yl}-2-methoxyacetamide CC1=NOC(=C1C1=CC=C2C=3N([C@H](COC31)C3=NC=CC=C3)C(=N2)N2CCC(CC2)NC(COC)=O)C